(S)-N-(4-bromo-3-methylbenzyl)-1-(2-(4-(trifluoromethyl)phenyl)-2H-pyrazolo[3,4-d]pyrimidin-4-yl)piperidine-3-carboxamide BrC1=C(C=C(CNC(=O)[C@@H]2CN(CCC2)C=2C=3C(N=CN2)=NN(C3)C3=CC=C(C=C3)C(F)(F)F)C=C1)C